C(C)OC(CC1=CN=C(S1)NC(=O)C1=NNC2=C1C(CC=1C=NC(=NC21)N)(C)C)=O (2-{[(8-amino-4,4-dimethyl-4,5-dihydro-1H-pyrazolo[4,3-H]quinazolin-3-yl)carbonyl]amino}-1,3-thiazol-5-yl)acetic acid ethyl ester